C(C)(C)(C)OC(=O)N1CCC(CC1)(C)N1C(N(C2=NC(=NC=C2C1)NC=1C=NN(C1)CCO)C)=O 4-[7-[[1-(2-hydroxyethyl)pyrazol-4-yl]amino]-1-methyl-2-oxo-4H-pyrimido[4,5-d]pyrimidin-3-yl]-4-methyl-piperidine-1-carboxylic acid tert-butyl ester